N-(4-(4-amino-7-methyl-5-(4-(pyrimidin-2-ylamino)phenyl)-7H-pyrrolo[2,3-d]pyrimidin-6-yl)phenyl)acrylamide NC=1C2=C(N=CN1)N(C(=C2C2=CC=C(C=C2)NC2=NC=CC=N2)C2=CC=C(C=C2)NC(C=C)=O)C